(2S,5S)-5-methylpyrrolidine-2-carboxylic acid ethyl ester trifluoroacetate FC(C(=O)O)(F)F.C(C)OC(=O)[C@H]1N[C@H](CC1)C